[Si](C)(C)(C(C)(C)C)OC[C@H](COC1=NN(C(=C1[N+](=O)[O-])C)C1CCOCC1)C (S)-3-(3-((tert-butyldimethylsilyl)oxy)-2-methylpropoxy)-5-methyl-4-nitro-1-(tetrahydro-2H-pyran-4-yl)-1H-pyrazole